BrC1=C(C=CC(=C1)Cl)C1=NOCCO1 3-(2-bromo-4-chlorophenyl)-5,6-dihydro-1,4,2-dioxazine